hydroxymethyluracil C1=C(C(=O)NC(=O)N1)CO